(Z)-N-((8-bromo-1,2,3,5,6,7-hexahydro-s-indacen-4-yl)carbamoyl)-4-(hydroxyimino)-4,5,6,7-tetrahydrobenzofuran-2-sulfonamide BrC=1C=2CCCC2C(=C2CCCC12)NC(=O)NS(=O)(=O)C=1OC2=C(C1)\C(\CCC2)=N/O